(±)-tert-butyl (1S,5R)-1,5-dimethyl-3-((trimethylsilyl)oxy)-8-azabicyclo[3.2.1]oct-2-ene-8-carboxylate C[C@@]12C=C(C[C@@](CC1)(N2C(=O)OC(C)(C)C)C)O[Si](C)(C)C |r|